4-(1-benzyl-1H-pyrazol-4-yl)-2-methyl-2,6-naphthyridin-1(2H)-one C(C1=CC=CC=C1)N1N=CC(=C1)C1=CN(C(C2=CC=NC=C12)=O)C